tris[2-((2-aminoethyl)amino)ethoxy]ethoxytitanium (IV) NCCNCCOC(CO[Ti+3])(OCCNCCN)OCCNCCN